ClC=1C(=C(C(F)(F)F)C=CC1)Cl dichlorotrifluorotoluene